(2S,2'S)-4,4'-((propane-1,3-diylbis(oxy))bis(3-methoxy-5,7-dihydro-6H-pyrrolo[3,4-b]pyridine-2,6-diyl))bis(2-methyl-4-oxobutanoic acid) C(CCOC1=C(C=C2C(=N1)CN(C2)C(C[C@@H](C(=O)O)C)=O)OC)OC2=C(C=C1C(=N2)CN(C1)C(C[C@@H](C(=O)O)C)=O)OC